C1=CC=C(C=2SC3=C(C21)C=CC=C3)C=3C=C(C=CC3)C3=CC(=CC=C3)C3=NC(=NC(=N3)C3=CC=CC=C3)C3=CC=CC=C3 2-(3'-(dibenzo[b,d]thiophen-4-yl)-[1,1'-biphenyl]-3-yl)-4,6-diphenyl-1,3,5-triazine